4-methoxyphenanthrene-2,7-diol COC1=CC(=CC=2C=CC3=CC(=CC=C3C12)O)O